4,4'-1-[1,4-cyclohexanediylbis(methyleneoxymethylene)]bis[1,3-dioxolan-2-one] C1(CCC(CC1)COCC1OC(OC1)=O)COCC1OC(OC1)=O